(S)-6-((4-((2-hydroxy-1-phenylethyl)amino)-5-(3-(pyridin-4-yl)-1,2,4-oxadiazol-5-yl)pyridin-2-yl)amino)-1-isopropyl-1,2-dihydro-3H-pyrazolo[3,4-b]pyridin-3-one OC[C@H](C1=CC=CC=C1)NC1=CC(=NC=C1C1=NC(=NO1)C1=CC=NC=C1)NC1=CC=C2C(=N1)N(NC2=O)C(C)C